C1(=CC=CC=C1)C=1SC=2N=NC(=CC2N1)CN (6-phenylthiazolo[5,4-c]pyridazin-3-yl)methylamine